2-ethylhexyl cinnamate C(C=CC1=CC=CC=C1)(=O)OCC(CCCC)CC